C(C1=CC=CC=C1)C(C(=O)OCC)N ethyl α-benzyl-α-aminoacetate